C1(=CC=CC=C1)CNC1CNC1 N-(phenylmethyl)azetidin-3-amine